l-3-((4-ethylphenyl)sulfonyl)-6-(trifluoromethoxy)quinolin-4-amine C(C)C1=CC=C(C=C1)S(=O)(=O)C=1C=NC2=CC=C(C=C2C1N)OC(F)(F)F